FC(OC[C@H]1N(CC(C1)C1=CC=C(C=C1)C(F)(F)F)C1NC(CC1)C(=O)O)F 2-((2S)-2-((difluoromethoxy)methyl)-4-(4-(trifluoromethyl)phenyl)pyrrolidin-1-yl)pyrrolidine-5-carboxylic acid